2-methyl-5,6,7,8-tetrahydroquinazolin-5-amine CC1=NC=2CCCC(C2C=N1)N